1,2-di(3-vinylphenyl)ethane C(=C)C=1C=C(C=CC1)CCC1=CC(=CC=C1)C=C